yttrium thiophenolate C1(=CC=CC=C1)[S-].[Y+3].C1(=CC=CC=C1)[S-].C1(=CC=CC=C1)[S-]